C1[C@@H](CN[C@@H]1C(=O)O)O[C@@H]2[C@@H]([C@H]([C@@H](O2)CO)O)O[C@@H]3[C@@H]([C@H]([C@@H](O3)CO)O)O[C@@H]4[C@@H]([C@H]([C@@H](O4)CO)O)O The molecule is an O(4)-glycosyl-L-hydroxyproline that is cis-L-hydroxylproline glycosylated by a beta-L-Araf-(1->2)-beta-L-Araf-(1->2)-beta-L-Araf moiety It is a trisaccharide derivative, an O(4)-glycosyl-L-hydroxyproline, a L-proline derivative and a non-proteinogenic L-alpha-amino acid. It derives from a cis-4-hydroxy-L-proline. It is a tautomer of a 4-O-(beta-L-Araf-(1->2)-beta-L-Araf-(1->2)-beta-L-Araf)-cis-L-Hyp zwitterion.